4-(2',6'-difluoro-[1,1'-biphenyl]-4-yl)-N-(pyridin-3-yl)butanamide FC1=C(C(=CC=C1)F)C1=CC=C(C=C1)CCCC(=O)NC=1C=NC=CC1